7-[2-[bis(carboxymethyl)amino]-3-(4-nitrophenyl)propyl]hexahydro-1H-1,4,7-Triazonine-1,4(5H)-diacetic acid C(=O)(O)CN(C(CN1CCN(CCN(CC1)CC(=O)O)CC(=O)O)CC1=CC=C(C=C1)[N+](=O)[O-])CC(=O)O